dimethyl-di(tert.-butyl-peroxy)hexane CC(C(OOC(C)(C)C)(OOC(C)(C)C)C)CCCC